N(=[N+]=[N-])CCOCCOCCOCCOCCOCCSC1=C2CN(C(C2=CC=C1)=O)C1C(NC(CC1)=O)=O 3-(4-((17-azido-3,6,9,12,15-pentaoxaheptadecyl)thio)-1-oxoisoindolin-2-yl)piperidine-2,6-dione